2-fluoro-5-(1-(3-(8-fluoro-1-oxo-1,2-dihydroisoquinolin-3-yl)propanoyl)-1,2,3,6-tetrahydropyridin-4-yl)benzonitrile FC1=C(C#N)C=C(C=C1)C=1CCN(CC1)C(CCC=1NC(C2=C(C=CC=C2C1)F)=O)=O